4-tert-butyl-5-[(6-chloropyridazin-3-yl)methoxy]-2-methylbenzonitrile C(C)(C)(C)C1=CC(=C(C#N)C=C1OCC=1N=NC(=CC1)Cl)C